tert-butyl 2-((3-(difluoro(4-iodophenyl)methyl)-1,2,4-oxadiazol-5-yl)methyl)acrylate FC(C1=NOC(=N1)CC(C(=O)OC(C)(C)C)=C)(C1=CC=C(C=C1)I)F